C(C)OC(=O)C(CCCOCC(C)(C)NC1=C(C=C(C(=N1)C(=O)OC)[N+](=O)[O-])C(F)(F)F)(C(F)(F)F)O Methyl 6-[[2-(4-ethoxycarbonyl-5,5,5-trifluoro-4-hydroxy-pentoxy)-1,1-dimethyl-ethyl]amino]-3-nitro-5-(trifluoromethyl)pyridine-2-carboxylate